5-(benzo[b]thiophen-6-yl)isoindoline S1C2=C(C=C1)C=CC(=C2)C=2C=C1CNCC1=CC2